6-chloro-1-(2-methoxy-4-(propylsulfonylamino)phenyl)-1H-pyrazolo[4,3-c]Pyridine-3-carboxylic acid ClC1=CC2=C(C=N1)C(=NN2C2=C(C=C(C=C2)NS(=O)(=O)CCC)OC)C(=O)O